C(CCCC=C)OC=1C=NC=CC1 3-(hex-5-en-1-yloxy)pyridine